N1C=CC2=CC3=C(C=C12)OC=1C(C=C2C=CN=C2C1)=C3 1H-Pyrano[3,2-f:5,6-f']diindole